C(#N)C1=CC(=NC=C1)NC(C1=CC=C(C=C1)B1OC(C(O1)(C)C)(C)C)=O N-(4-Cyano-2-pyridyl)-4-(4,4,5,5-tetramethyl-1,3,2-dioxaborolan-2-yl)benzamide